FC1=C(C(=CC=C1)C)C(C(=O)N)=C (2-fluoro-6-methylphenyl)prop-2-enamide